N-tetradecyl-3-hydroxypyridine-4-one C(CCCCCCCCCCCCC)N1C=C(C(C=C1)=O)O